P1(=O)(OC2=C(C=C(C=C2C(C)(C)C)C(C)(C)C)CC2=C(C(=CC(=C2)C(C)(C)C)C(C)(C)C)O1)[O-].[NH4+] ammonium [2,2'-methylenebis(4,6-di-t-butylphenyl)] phosphate